FC(C(=C)C=1C=C(CNC(OC(C)(C)C)=O)C=CC1)(F)F tert-butyl (3-(3,3,3-trifluoroprop-1-en-2-yl)benzyl)carbamate